diisobutyltri-n-butenylammonium hydroxide [OH-].C(C(C)C)C(C=C[NH+](C=CCC)C=CCC)(C)CC(C)C